BrCC(Cl)C1=C(C=CC=C1)Cl 1-(2-Bromo-1-chloroethyl)-2-chlorobenzene